O=C1NC(CCC1N1CC=2C=CC(=C(C2C1=O)C(=O)N)OC)=O 2-(2,6-dioxopiperidin-3-yl)-5-methoxy-3-oxoisoindoline-4-carboxamide